Sodium 3-chloro-2-((2-hydroxyethyl)amino)pyridine-4-thiolate ClC=1C(=NC=CC1[S-])NCCO.[Na+]